2-hexyldecyl 6-(7-bromo-N-hexylheptanamido)hexanoate 2-Hexyldecyl-6-(7-bromo-N-hexylheptanamido)hexanoate C(CCCCC)C(COC(CCCCCN(C(CCCCCCBr)=O)CCCCCC)=O)CCCCCCCC.BrCCCCCCC(=O)N(CCCCCC)CCCCCC(=O)OCC(CCCCCCCC)CCCCCC